N-(5-(7'-Fluoro-3'-methyl-2'-oxo-2',3'-dihydrospiro[cyclobutane-1,1'-pyrrolo[2,3-c]quinolin]-8'-yl)-2-(2-((2,2,2-trifluoroethyl)amino)ethoxy)pyridin-3-yl)methanesulfonamide FC=1C(=CC=2C3=C(C=NC2C1)N(C(C31CCC1)=O)C)C=1C=C(C(=NC1)OCCNCC(F)(F)F)NS(=O)(=O)C